CN1C2=C(CC[C@@H](C1=O)NC(C1=NC=CC(=C1)OC1=CC=CC=C1)=O)C=CC(=C2)C#CC(C)(N2CCN(CC2)C)C (S)-N-(1-Methyl-8-(3-methyl-3-(4-methylpiperazin-1-yl)but-1-yn-1-yl)-2-oxo-2,3,4,5-tetrahydro-1H-benzo[b]azepin-3-yl)-4-phenoxypicolinamid